C(C)N(C=1C(=CC=CC1)C)CC N,N-diethyl-toluidine